CC(C)CCCCCC(C)C 2,8-Dimethyl-nonane